BrC1=CC=C(C=N1)C1(CC(C1)(F)F)O 1-(6-bromopyridin-3-yl)-3,3-difluorocyclobutan-1-ol